2-(chloromethyl)-3-cyclopropylpyridine ClCC1=NC=CC=C1C1CC1